[Na+].C(CCCCCCCCCCCCCCCCC)S(=O)(=O)[O-] 1-octadecyl-sulfonic acid sodium salt